CN(S(=O)(=O)NC([C@H](CC(=O)N1CC2=CC(=C(C=C2C1)OCCCOC=1C=C2CN(CC2=CC1OC)C(C[C@@H](C(=O)O)C)=O)OC)C)=O)C (S)-4-(5-(3-((2-((S)-4-((N,N-dimethylsulfamoyl)amino)-3-methyl-4-oxobutanoyl)-6-methoxyisoindolin-5-yl)oxy)propoxy)-6-methoxyisoindolin-2-yl)-2-methyl-4-oxobutanoic acid